CC1(CCC2(CCC(O2)OCCO)CC1)C 2-((8,8-dimethyl-1-oxaspiro[4.5]decan-2-yl)oxy)ethan-1-ol